ClC1=C(C=CC=C1Cl)C1=NC2=CC=CC=C2C(=C1N)N1CCOCC1 (2,3-dichlorophenyl)-4-morpholinoquinolin-3-amine